chromone-2-carboxylic acid O1C(=CC(C2=CC=CC=C12)=O)C(=O)O